C(CCCCCCCCCC)(=O)C(OP(OC[C@@H](CO)O)(=O)O)C[N+](C)(C)C undecoyl-sn-glycero-3-phosphorylcholine